NC1=NC=2C=C(C(=CC2C2=C1[C@@H](OC2)C)C(=O)N([C@H](C)C=2N=NC(=CC2)C(F)(F)F)CC)F (3S)-4-amino-N-ethyl-7-fluoro-3-methyl-N-((1R)-1-(6-(trifluoromethyl)-3-pyridazinyl)ethyl)-1,3-dihydrofuro[3,4-c]quinoline-8-carboxamide